BrC1=CC(=C(C=C1)CNC(OC(C)(C)C)=O)F Tert-butyl N-[(4-bromo-2-fluorophenyl)methyl]carbamate